trans-4-Amino-1-[6-(3-cyano-2-hydroxyphenyl)-3-(3,5-difluorophenyl)chinolin-4-yl]piperidin NC1CCN(CC1)C1=C(C=NC2=CC=C(C=C12)C1=C(C(=CC=C1)C#N)O)C1=CC(=CC(=C1)F)F